C(C)(C)(C)C1=NN(C(=C1)NC1=NC(=CC(=C1)C1(CCCCC1)C#N)N1[C@@H](COCC1)C)C(=O)O.C(CC(=C)C)C1=C(C=2C(C(=COC2C(=C1O)CCC(=C)C)C1=CC=C(O)C=C1)=O)O 6,8-diisopentenyl-genistein tert-butyl-5-{[4-(1-cyanocyclohexyl)-6-[(3R)-3-methylmorpholin-4-yl]pyridin-2-yl]amino}-1H-pyrazole-1-carboxylate